N[C@H](C(=O)OC)CC (S)-methyl 2-aminobutyrate